(S)-2-((4-(6-((4-Cyano-2-fluorobenzyl)oxy)pyridin-2-yl)piperidin-1-yl)methyl)-1-(oxetan-2-ylmethyl)-1H-imidazo[4,5-c]pyridine-6-carboxylic acid C(#N)C1=CC(=C(COC2=CC=CC(=N2)C2CCN(CC2)CC=2N(C3=C(C=NC(=C3)C(=O)O)N2)C[C@H]2OCC2)C=C1)F